(7R,8aS)-7-(2,3-dichloro-6-methoxyphenyl)-2-[2-(hydroxymethyl)pyrimidin-4-yl]-hexahydropyrrolo[1,2-a]pyrazin-4-one ClC1=C(C(=CC=C1Cl)OC)[C@H]1C[C@@H]2N(C(CN(C2)C2=NC(=NC=C2)CO)=O)C1